4-[(4-{[(tert-butoxy)carbonyl]amino}bicyclo[2.2.1]heptan-1-yl)amino]pyridine-2-carboxylic acid C(C)(C)(C)OC(=O)NC12CCC(CC1)(C2)NC2=CC(=NC=C2)C(=O)O